(3R)-4-[5-fluoro-2-(1-fluoro-3-methyl-6-{1-[(2S)-3-methyl-1-[(3S)-piperidin-3-yloxy]butan-2-yl]azetidin-3-yl}imidazo[1,5-a]pyridin-8-yl)benzoyl]-3-methylmorpholine FC=1C=CC(=C(C(=O)N2[C@@H](COCC2)C)C1)C=1C=2N(C=C(C1)C1CN(C1)[C@H](CO[C@@H]1CNCCC1)C(C)C)C(=NC2F)C